2-tert-butyl-9,10-dimethoxy-anthracene C(C)(C)(C)C1=CC2=C(C3=CC=CC=C3C(=C2C=C1)OC)OC